3-amino-1,5-dihydropyrimido[5,4-b]indole-2,4-dione NN1C(NC2=C(NC=3C=CC=CC23)C1=O)=O